3-Amino-N-[(2S)-2-hydroxypropyl]-5-{[4-(trifluoromethoxy)phenyl]sulfonyl}pyridine-2-carboxamide NC=1C(=NC=C(C1)S(=O)(=O)C1=CC=C(C=C1)OC(F)(F)F)C(=O)NC[C@H](C)O